2-(4-((5-isopropyl-6-oxo-1,6-dihydropyridin-3-yl)methyl)-3,5-dimethylphenyl)-3,5-dioxo-2,3,4,5-tetrahydro-1,2,4-triazine-6-carboxylic acid C(C)(C)C1=CC(=CNC1=O)CC1=C(C=C(C=C1C)N1N=C(C(NC1=O)=O)C(=O)O)C